BrC1=CC=2C(C3=CC(=CC=C3C2C=C1)Br)(CCOCCOCCOC)CCOCCOCCOC 2,7-dibromo-9,9-bis(2-(2-(2-methoxyethoxy)ethoxy)ethyl)-9H-fluorene